BrC=1C=C(C=NC1)C=1CCN(CC1)C(=O)OC(C)(C)C tert-Butyl 5-bromo-3',6'-dihydro-[3,4'-bipyridine]-1'(2'H)-carboxylate